4-Chloro-N,N-bis(4-methoxybenzyl)-6-methyl-5-(trifluoromethyl)pyridin-2-amine ClC1=CC(=NC(=C1C(F)(F)F)C)N(CC1=CC=C(C=C1)OC)CC1=CC=C(C=C1)OC